[Te](=O)([O-])[O-] Tellurit